2-((3,3-Dimethyl-1,4-oxazepan-6-yl)amino)-5-(trifluoromethyl)pyrimidine CC1(COCC(CN1)NC1=NC=C(C=N1)C(F)(F)F)C